1,4,7-triisocyanatoheptane N(=C=O)CCCC(CCCN=C=O)N=C=O